O=C([C@H](O)[C@@H](O)[C@H](O)[C@H](O)C(=O)[O-])[O-].[Sn+4].O=C([C@H](O)[C@@H](O)[C@H](O)[C@H](O)C(=O)[O-])[O-] Tin Glucarate